ClC=1N=CC=2NC(C[C@@H]3N(C2N1)CCC3)=O (R)-2-chloro-7a,8,9,10-tetrahydro-5H-pyrimido[5,4-b]pyrrolo[1,2-d][1,4]diazepin-6(7H)-one